OCCNC(=O)C1CN(C1)CCCC(=O)OC(CCCCCCCC(=O)OC\C=C/CCCCCC)CCCCCCCC(=O)OC\C=C/CCCCCC di((Z)-non-2-en-1-yl) 9-((4-(3-((2-hydroxyethyl)carbamoyl)azetidin-1-yl)-butanoyl)oxy)heptadecanedioate